3-aminopropyl-di(trimethyl-siloxy)methyl-silane NCCC[SiH2]C(O[Si](C)(C)C)O[Si](C)(C)C